2-[2-(2-hydroxy-5-methyl-phenyl)-phenethyl]-N-methylpiperidine hydrochloride Cl.OC1=C(C=C(C=C1)C)C1=C(CCC2N(CCCC2)C)C=CC=C1